5-(2-(6-((7R)-7-Amino-2-azabicyclo[2.2.1]heptane-2-carbonyl)-4-methoxy-3-methylbenzo[b]thiophen-2-yl)-1-(cyclopropylmethyl)-1H-indol-6-yl)isoindolin-1-one N[C@H]1C2N(CC1CC2)C(=O)C=2C=C(C1=C(SC(=C1C)C=1N(C3=CC(=CC=C3C1)C=1C=C3CNC(C3=CC1)=O)CC1CC1)C2)OC